6-(2-amino-5-(2,3-difluoro-4-((1-isopropylpiperidin-4-yl)oxy)phenyl)-6-fluoropyridin-3-yl)-3,4-dihydroisoquinolin-1(2H)-one NC1=NC(=C(C=C1C=1C=C2CCNC(C2=CC1)=O)C1=C(C(=C(C=C1)OC1CCN(CC1)C(C)C)F)F)F